C(#N)C=1C(=C(OC1)C=1C=CC=C2C1C(=O)OC2=O)C#N dicyanofuranphthalic anhydride